The molecule is a dihydroxy monocarboxylic acid that consists of palmitic acid bearing two hydroxy substituents at positions 3 and 16. It is a dihydroxy monocarboxylic acid, a 3-hydroxy fatty acid and an omega-hydroxy-long-chain fatty acid. It derives from a 16-hydroxyhexadecanoic acid. It is a conjugate acid of a 3,16-dihydroxyhexadecanoate. C(CCCCCCC(CC(=O)O)O)CCCCCCO